CN1CCCC1 (S)-1-methylpyrrolidine